N[C@H]1CN(CCC1)C(=O)C1=CC=2N(C=C1)C(=C(N2)C=2N(C1=CC(=CC=C1C2)F)CC(C)C)C (R)-(3-aminopiperidin-1-yl)(2-(6-fluoro-1-isobutyl-1H-indol-2-yl)-3-methylimidazo[1,2-a]pyridin-7-yl)methanone